C(C)(=O)C1C2CCC(C1(C)C)C2 2-Acetyl-3,3-Dimethyl-Norbornane